C[C@H](CC)S(=O)(=O)N |r| (RS)-butane-2-sulfonamide